CC(C#C)(CCCCCCCCCCC)O 3-methyl-1-tetradecyn-3-ol